butyltri(4-methyl-1-naphthyl)borate C(CCC)[B-](C1=CC=C(C2=CC=CC=C12)C)(C1=CC=C(C2=CC=CC=C12)C)C1=CC=C(C2=CC=CC=C12)C